CS(=O)(=O)O.C(C(C)C)N1C(=NC=2C1=NC=CC2)N 3-isobutyl-3H-imidazo[4,5-b]pyridin-2-ylamine methanesulfonate